N-(4-fluoro-3-methylphenyl)-5-(2-((2-hydroxy-2-methylpropyl)amino)-2-oxoacetyl)-1,4-dimethyl-2-(thiophen-3-yl)-1H-pyrrole-3-carboxamide FC1=C(C=C(C=C1)NC(=O)C1=C(N(C(=C1C)C(C(=O)NCC(C)(C)O)=O)C)C1=CSC=C1)C